C(N)(=O)C1=CC(=NC2=C1N=CN=C2NC2(CN(CCC2)C(=O)OC(C)(C)C)C2=CC=CC=C2)C2=CC=C(C=C2)CN2CCOCC2 Tert-butyl 3-[(8-carbamoyl-6-{4-[(morpholin-4-yl) methyl] phenyl} pyrido[3,2-d]pyrimidin-4-yl) amino]-3-phenylpiperidine-1-carboxylate